N1-benzyl-4-nitrobenzene-1,2-diamine C(C1=CC=CC=C1)NC=1C(=CC(=CC1)[N+](=O)[O-])N